FC(COC1=C(N)C(=CC=C1C=1CCN(CC1)C)[N+](=O)[O-])F 2-(2,2-difluoroethoxy)-3-(1-methyl-1,2,3,6-tetrahydropyridine-4-yl)-6-nitroaniline